COS(=O)(=O)[O-].COCC1=CC=CC2=[NH+]C3=CC=CC=C3N=C12 1-Methoxymethylphenazinium methyl-sulfate